4-(4-(2-((1-isopropyl-1H-pyrazol-4-yl)amino)pyrimidin-4-yl)-4,5,6,7-tetrahydropyrazolo[1,5-a]pyrimidin-2-yl)-2-(thiazol-2-yl)but-3-yn-2-ol C(C)(C)N1N=CC(=C1)NC1=NC=CC(=N1)N1C=2N(CCC1)N=C(C2)C#CC(C)(O)C=2SC=CN2